6-(5-(4-(dimethoxymethyl)piperidin-1-yl)pyridin-2-yl)-1-fluoro-3-(tetrahydro-2H-pyran-2-yl)-7-(2,2,2-trifluoroethyl)-3,6,7,8,9,10-hexahydrocyclohepta[e]indazol-6-ol COC(C1CCN(CC1)C=1C=CC(=NC1)C1(C(CCCC=2C=3C(=NN(C3C=CC21)C2OCCCC2)F)CC(F)(F)F)O)OC